ClC1=C(C=CC(=C1)Cl)C(C)N 1-(2,4-dichlorophenyl)ethan-1-amine